N-(1-(2-chlorophenyl)-2-methylpropan-2-yl)-3-cyclopropyl-1-methyl-1H-pyrrolo[2,3-b]pyridine-5-carboxamide ClC1=C(C=CC=C1)CC(C)(C)NC(=O)C=1C=C2C(=NC1)N(C=C2C2CC2)C